(R)-5-chloro-6-(pyrrolidin-3-ylamino)-N-(thiazol-4-yl)pyridine-3-sulfonamide trifluoroacetate FC(C(=O)O)(F)F.ClC=1C=C(C=NC1N[C@H]1CNCC1)S(=O)(=O)NC=1N=CSC1